(R)-3-(7-acetyl-8-methyl-3-(3-methyl-1,2,4-thiadiazol-5-yl)-5,6,7,8-tetrahydroimidazo[1,5-a]pyrazin-1-yl)oxazolidin-2-one C(C)(=O)N1[C@@H](C=2N(CC1)C(=NC2N2C(OCC2)=O)C2=NC(=NS2)C)C